N-(β-aminoethyl)-γ-aminopropyltriisopropoxysilane NCCNCCC[Si](OC(C)C)(OC(C)C)OC(C)C